CC=1C=C(C=C2C=NNC12)C[C@H](C(=O)O)NC(=O)N1CCC(CC1)N1C(NC2=CC=CC=C2C1)=O |r| (±)-3-(7-Methyl-1H-indazol-5-yl)-2-{[4-(2-oxo-1,4-dihydro-2H-quinazolin-3-yl)-piperidine-1-carbonyl]-amino}-propionic acid